7-chloro-3-(6-[4-hydroxytetrahydropyran-4-yl]pyridine-2-ylmethyl)-3H-[1,2,3]triazolo[4,5-d]pyrimidin-2-amine ClC=1C2=C(N=CN1)N(N(N2)N)CC2=NC(=CC=C2)C2(CCOCC2)O